1-Ethyl-2-propylpyrrolidinium methansulfonat CS(=O)(=O)[O-].C(C)[NH+]1C(CCC1)CCC